(2R,3S,4S)-4-hydroxy-2-[(4-methoxyphenyl)methyl]pyrrolidin-3-yl N-[2-(hexahydropyrrolizin-7a-yl)ethyl]carbamate C1CCN2CCCC12CCNC(O[C@H]1[C@H](NC[C@@H]1O)CC1=CC=C(C=C1)OC)=O